CC(CCCCCCC)N1C(=O)C2C3C=CC(C2C1=O)C3 N-(1-methyloctyl)-bicyclo[2.2.1]Hept-5-ene-2,3-dicarboximide